N-((3R)-7-(3,9-diazabicyclo[3.3.1]nonan-3-yl)chroman-3-yl)-3-amino-6-methylthieno[2,3-b]pyridine-2-carboxamide C12CN(CC(CCC1)N2)C2=CC=C1C[C@H](COC1=C2)NC(=O)C2=C(C=1C(=NC(=CC1)C)S2)N